C(C1=CC=CC=C1)C1CN(CCC1)C(=O)C1=CN(C2=C1C(N(C=C2C)C)=O)C 3-((3-benzylpiperidin-1-yl)carbonyl)-1,5,7-trimethyl-1,5-dihydro-4H-pyrrolo[3,2-c]pyridin-4-one